ClC1C(CN(S1)C)=O 5-Chloro-2-methyl-4-isothiazolon